FC1(CC2(C1)CN(CC2)CCNC(O[C@H]2[C@H](NC[C@@H]2O)CC2=CC=C(C=C2)OC)=O)F (2R,3S,4S)-4-hydroxy-2-[(4-methoxyphenyl)methyl]pyrrolidin-3-yl N-(2-{2,2-difluoro-6-azaspiro[3.4]octan-6-yl}ethyl)carbamate